OC1=C(C=CC(=C1)OC)C(C=C)=O 1-(2-hydroxy-4-methoxyphenyl)prop-2-en-1-one